N-[(3-chlorophenyl)methyl]-1-[5-(5-fluoro-2-methoxypyridin-4-yl)-1-(oxazolidin-2-yl)pyrazole-3-carbonyl]piperidine-4-carboxamide ClC=1C=C(C=CC1)CNC(=O)C1CCN(CC1)C(=O)C1=NN(C(=C1)C1=CC(=NC=C1F)OC)C1OCCN1